C(C)(C)(C)P(=O)O tertiary butyl-hypophosphorous acid